[Cl-].C1(C=CC=C1)[Zr+](CC1=CC=CC=C1)C1C=CC=C1 bis(cyclopentadienyl)-benzylzirconium monochloride